N-(3-diethoxymethyl-silylpropyl)succinimide C(C)OC(C(CCN1C(CCC1=O)=O)[SiH3])OCC